C(C=C)(=O)N1CC2(C1)CN(CC2)C2=CN=C(C(=C2C#N)C2=C1C=NNC1=CC=C2C)CC2=CC=CC=C2 5-(2-acryloyl-2,6-diazaspiro[3.4]octan-6-yl)-2-benzyl-3-(5-methyl-1H-indazol-4-yl)isonicotinonitrile